2-(3-(7-chloro-6-(4-fluorophenyl)-2-oxo-1,2-dihydro-quinolin-3-yl)phenyl)acetic acid ClC1=C(C=C2C=C(C(NC2=C1)=O)C=1C=C(C=CC1)CC(=O)O)C1=CC=C(C=C1)F